Cl.ClC=1C(=C2CC(CC2=CC1)N)F 5-chloro-4-fluoroindan-2-amine hydrochloride